tert-Butyl(4-(((6-fluoroisoquinolin-1-yl)methyl)(5,6,7,8-tetrahydroquinolin-8-yl) amino) butyl) carbamate C(N)(OCCCC(N(C1CCCC=2C=CC=NC12)CC1=NC=CC2=CC(=CC=C12)F)C(C)(C)C)=O